N6-(4-methyl-2-pyridinyl)-1,3-benzothiazole-2,6-diamine CC1=CC(=NC=C1)NC1=CC2=C(N=C(S2)N)C=C1